2-[3-(ethylsulfonyl)-5-(trifluoromethyl)thieno[3,2-b]thiophen-2-yl]-3-methyl-6-(trifluoromethyl)-3H-imidazo[4,5-c]pyridine C(C)S(=O)(=O)C=1C2=C(SC1C1=NC3=C(C=NC(=C3)C(F)(F)F)N1C)C=C(S2)C(F)(F)F